N-(4-(5-((2-methylpyridin-4-yl)amino)-1H-benzo[d]imidazol-2-yl)phenyl)-6-morpholinoquinolin-4-amine CC1=NC=CC(=C1)NC1=CC2=C(NC(=N2)C2=CC=C(C=C2)NC2=CC=NC3=CC=C(C=C23)N2CCOCC2)C=C1